C(C=C)(=O)NC=1C=C(C=CC1)C=1C=C(C=C2C=NC=NC12)C1=CC(=C(C(=O)NC2=NC=CC(=C2)C#N)C=C1)Cl 4-(8-(3-acrylamidophenyl)quinazolin-6-yl)-2-chloro-N-(4-cyanopyridin-2-yl)benzamide